(2S,3R,4R)-1-[(tert-butoxy)carbonyl]-3-ethyl-4-fluoropyrrolidine-2-carboxylic acid C(C)(C)(C)OC(=O)N1[C@@H]([C@H]([C@H](C1)F)CC)C(=O)O